OC1(CN(C1)C1=C2C(=NC=C1)N(N=C2)C2=CC=C(C=C2)OC(F)(F)F)CO 4-[3-hydroxy-3-(hydroxymethyl)azetidin-1-yl]-1-[4-(trifluoromethoxy)phenyl]pyrazolo[3,4-b]pyridin